1-[5-tert-butyl-2-(4-(tetrahydropyran-4-ylamino)phenyl)-2H-pyrazol-3-yl]-3-[4-(2-morpholin-4-yl-ethoxy)naphthalen-1-yl]-urea C(C)(C)(C)C=1C=C(N(N1)C1=CC=C(C=C1)NC1CCOCC1)NC(=O)NC1=CC=C(C2=CC=CC=C12)OCCN1CCOCC1